aminoguanidine succinate C(CCC(=O)O)(=O)O.NNC(=N)N